F[C@@H]1[C@H]2CC[C@@H](C[C@@H]1N(C)C1=NC=C(N=C1)C1=C(C=C(C=C1)C=1C=NNC1)OCOC)N2C(=O)OC(C)(C)C tert-butyl (1R,2S,3S,5S)-2-fluoro-3-([5-[2-(methoxymethoxy)-4-(1H-pyrazol-4-yl)phenyl]pyrazin-2-yl](methyl)amino)-8-azabicyclo[3.2.1]octane-8-carboxylate